O=C(CONC([O-])=O)N1CCN(CC1)C1=NC=C(C=C1)C(F)(F)F 2-oxo-2-(4-(5-(trifluoromethyl)pyridine-2-yl)piperazin-1-yl)ethoxycarbamate